COC(=O)C1(CN(CC1)CC1COC2=C(O1)C=CC=C2)C 1-(2,3-dihydro-benzo[1,4]dioxin-2-ylmethyl)-3-methyl-pyrrolidine-3-carboxylic acid methyl ester